NC1=C(N=NN1CC1=CC=C(C=C1)OC)C(=O)OCC ethyl 5-amino-1-(4-methoxybenzyl)-1H-1,2,3-triazole-4-carboxylate